N1N=CC2=C(C=CC=C12)C1=NC(=NC(=N1)C=1SC(=CC1)CN1CCCCC1)N1CCOCC1 4-(4-(1H-indazol-4-yl)-6-(5-(piperidin-1-ylmethyl)thiophen-2-yl)-1,3,5-triazin-2-yl)morpholine